C(#N)C=1C=CC(=NC1)N1CCN(CC1)CC1=NSC(=C1)NC(C(CC)=O)=O N-(3-((4-(5-cyanopyridin-2-yl)piperazin-1-yl)methyl)isothiazol-5-yl)-2-oxobutanamide